(1S,9S)-9-Ethyl-5-fluoro-9-hydroxy-4-methyl-1-((5-nitropyridin-2-yl)amino)-1,2,3,9,12,15-hexahydro-10H,13H-benzo[de]pyrano[3',4':6,7]indolizino[1,2-b]quinoline-10,13-dione C(C)[C@]1(C(OCC=2C(N3CC=4C(=NC=5C=C(C(=C6C5C4[C@H](CC6)NC6=NC=C(C=C6)[N+](=O)[O-])C)F)C3=CC21)=O)=O)O